6-(4-Ethyl-3-(hydroxymethyl)-5-oxo-4,5-dihydro-1H-1,2,4-triazol-1-yl)-7-fluoro-4-isopropyl-2-((1R*,2R*)-2-methylcyclohexyl)isoquinolin-1(2H)-one C(C)N1C(=NN(C1=O)C=1C=C2C(=CN(C(C2=CC1F)=O)[C@H]1[C@@H](CCCC1)C)C(C)C)CO |o1:20,21|